1,3-bis(nitrosooxy)propane N(=O)OCCCON=O